FC1=CC2=C(N(C(=N2)NC2=CC=CC=C2)C)C=C1F 5,6-difluoro-1-methyl-N-phenyl-1H-benzo[d]imidazol-2-amine